2,2'-(14-(3',5'-dimethyl-[1,1'-biphenyl]-4-yl)benzo[m]tetraphene-2,12-diyl)bis(4,4,5,5-tetramethyl-1,3,2-dioxaborolane) CC=1C=C(C=C(C1)C)C1=CC=C(C=C1)C1=C2C3=C(C=CC2=CC2=CC=C4C=CC(=CC4=C12)B1OC(C(O1)(C)C)(C)C)C=CC(=C3)B3OC(C(O3)(C)C)(C)C